N-(2-Chlorophenyl)-5-oxo-4H-[1,2,3]triazolo[1,5-a]pyrimidine-3-carboxamide ClC1=C(C=CC=C1)NC(=O)C=1N=NN2C1NC(C=C2)=O